[Sn].[Sb] tin antimonide